NCC1=NNC(C2=CC=C(C=C12)C=1C=NN(C1N1C(N(C2=C1C=CC=C2)C)=O)C)=O 4-(aminomethyl)-6-(1-methyl-5-(3-methyl-2-oxo-2,3-dihydro-1H-benzo[d]imidazol-1-yl)-1H-pyrazol-4-yl)phthalazin-1(2H)-one